O1CC(CC1)OC1=C(C=C(N)C=C1)C(F)(F)F 4-((tetrahydrofuran-3-yl)oxy)-3-(trifluoromethyl)aniline